NC(C(CCC(=O)OC(C)(C)C)N1C(C2=CC=CC(=C2C1)\C=C(\C(=O)OCC)/F)=O)=O tert-butyl (Z)-5-amino-4-(4-(3-ethoxy-2-fluoro-3-oxoprop-1-en-1-yl)-1-oxoisoindolin-2-yl)-5-oxopentanoate